5-(2-chloropyrimidin-5-yl)oxolan-3-yl N-isopropylcarbamate C(C)(C)NC(OC1COC(C1)C=1C=NC(=NC1)Cl)=O